methyl 5-bromo-4-hydroxy-2-methoxynicotinate BrC=1C=NC(=C(C(=O)OC)C1O)OC